(1R,2S)-1-methyl-2-(2-(methylthio)-5,6-dihydroisoxazolo[5,4-h]quinazolin-9-yl)Cyclopentan-1-ol C[C@@]1([C@@H](CCC1)C1=NOC=2CCC=3C=NC(=NC3C21)SC)O